γ-aminobutyric acid hydrochloride Cl.NCCCC(=O)O